(1S,4R,5R)-4-Methyl-1-(propan-2-yl)bicyclo[3.1.0]hexan-3-one C[C@H]1C(C[C@@]2(C[C@H]12)C(C)C)=O